ClC=1C=C2C(=NC=NC2=C(C1C1=C2C=NNC2=CC=C1C)F)N1[C@H](CN(C[C@H]1C)C(C=C)=O)C 1-((3S,5R)-4-(6-chloro-8-fluoro-7-(5-methyl-1H-indazol-4-yl)quinazolin-4-yl)-3,5-dimethyl-piperazin-1-yl)prop-2-en-1-one